N-methyl-N-oleyl-taurine, disodium salt [Na+].[Na+].CN(CCS(=O)(=O)[O-])CCCCCCCC\C=C/CCCCCCCC.CN(CCS(=O)(=O)[O-])CCCCCCCC\C=C/CCCCCCCC